COC(CCCC)([O-])[O-] methylorthovalerate